COC(=O)C=1SC(=C(C1)NC[C@H]1OCC1)N 5-amino-4-{[(2S)-oxetan-2-ylmethyl]amino}thiophene-2-carboxylic acid methyl ester